1-[(2-chloro-4-methylpyrimidin-5-yl)methyl]-N-[(4R)-1-methyl-1H,4H,5H,6H-cyclopenta[d]imidazol-4-yl]-1H-pyrazole-4-carboxamide ClC1=NC=C(C(=N1)C)CN1N=CC(=C1)C(=O)N[C@@H]1CCC=2N(C=NC21)C